N-(4-chloro-1-(2,2-difluoroethyl)-7-nitro-1H-indazol-3-yl)methanesulfonamide ClC1=C2C(=NN(C2=C(C=C1)[N+](=O)[O-])CC(F)F)NS(=O)(=O)C